(R)-3-(3'-fluoro-[1,1'-biphenyl]-3-yl)isoxazolidine FC=1C=C(C=CC1)C1=CC(=CC=C1)[C@@H]1NOCC1